N-hydroxy-4-(pentafluoro-λ6-sulfaneyl)benzimidamide ONC(C1=CC=C(C=C1)S(F)(F)(F)(F)F)=N